(4-(7-methoxy-3-methyl-4-oxo-3,4-dihydro-phthalazin-1-yl)benzyl)sulfamoyl-carbamic acid tert-butyl ester C(C)(C)(C)OC(NS(NCC1=CC=C(C=C1)C1=NN(C(C2=CC=C(C=C12)OC)=O)C)(=O)=O)=O